FC1=C(C=CC=C1F)C1=CN=C(N1)C=1C=CC(=C(C1)N1C(N(C2=NC=NC=C2C1)C)=O)C 3-(5-(5-(2,3-difluorophenyl)-1H-imidazol-2-yl)-2-methylphenyl)-1-methyl-3,4-dihydropyrimido[4,5-d]pyrimidin-2(1H)-one